C1(CC1)C(C)OC(C(C)C)=O 2-methylpropanoic acid 1-cyclopropylethyl ester